(S)-1-Benzyl-N-(1-methyl-2-oxo-2,3,4,5-tetrahydro-1H-imidazo[1,5-a][1,3]diazepin-3-yl)-1H-1,2,4-triazol-3-carboxamid C(C1=CC=CC=C1)N1N=C(N=C1)C(=O)N[C@@H]1C(N(C=2N(CC1)C=NC2)C)=O